ICCCC1=C(N=C(S1)N(C=1N=NC(=C(C1)C)\N=C\1/SC2=C(N1COCC[Si](C)(C)C)C=CC=C2)C)C(=O)OCC Ethyl 5-(3-iodopropyl)-2-[methyl-[5-methyl-6-[(Z)-[3-(2-trimethylsilylethoxymethyl)-1,3-benzothiazol-2-ylidene]amino]pyridazin-3-yl]amino]thiazole-4-carboxylate